ClC1=CC2=C(N(C(N=C2N2[C@H](CN([C@@H](C2)C)C(C=C)=O)C)=O)C=2C(=NC=CC2C(C)C)C(C)C)N=C1C1=C(C=CC=C1)C(C)C 6-Chloro-1-(2,4-diisopropyl-3-pyridyl)-4-[(2S,5R)-2,5-dimethyl-4-prop-2-enoyl-piperazin-1-yl]-7-(2-isopropylphenyl)pyrido[2,3-d]pyrimidin-2-one